tert-butyl 4-[(3-bromo-4-pyridinyl)methyl]-4-cyanopiperidine-1-carboxylate BrC=1C=NC=CC1CC1(CCN(CC1)C(=O)OC(C)(C)C)C#N